2-Chloro-5-{[(2,2-dimethylpropionyl)amino]methyl}-N-[1-(6-methylpyridazin-3-yl)-1H-indazol-4-yl]benzamide ClC1=C(C(=O)NC2=C3C=NN(C3=CC=C2)C=2N=NC(=CC2)C)C=C(C=C1)CNC(C(C)(C)C)=O